β-cyanoethylacrylamide C(#N)CCC(C(=O)N)=C